CN1CCC(CC1)C(=O)NC=1N=CC2=CC=C(C=C2C1)C(=O)O 3-(1-methylpiperidine-4-carboxamido)isoquinoline-6-carboxylic acid